N-(2-chloro-8-[{6-(trifluoromethyl)pyridin-3-yl}oxy]-5,6,7,8-tetrahydroquinolin-5-yl)acrylamide ClC1=NC=2C(CCC(C2C=C1)NC(C=C)=O)OC=1C=NC(=CC1)C(F)(F)F